FC(C1=CC=C(C=C1)C12CC(C1)(C2)NC(OC(C)(C)C)=O)(F)F tert-butyl (3-(4-(trifluoromethyl)phenyl)bicyclo[1.1.1]pentan-1-yl)carbamate